ClC1=CC=C(C=C1)NC(=O)N1[C@H](C[C@H](C1)O)C(=O)NC1=C(C=CC(=C1)C(CCC1CC1)(N[S@](=O)C(C)(C)C)C1=CC(=CC=C1)C#N)F (2R,4R)-N1-(4-chlorophenyl)-N2-(5-((-)-1-(3-cyanophenyl)-3-cyclopropyl-1-((R)-1,1-dimethylethylsulfinamido)propyl)-2-fluorophenyl)-4-hydroxypyrrolidine-1,2-dicarboxamide